rac-5-[4-amino-2-(N-(2-amino-1-methyl-2-oxo-ethyl)-4-fluoro-anilino)thiazole-5-carbonyl]-N-(1-cyclopropylcyclopropyl)isoxazole-3-carboxamide NC=1N=C(SC1C(=O)C1=CC(=NO1)C(=O)NC1(CC1)C1CC1)N(C1=CC=C(C=C1)F)[C@@H](C(=O)N)C |r|